N-methyl-2-[[3-[(E)-2-pyridin-2-ylvinyl]-1H-indazol-6-yl]thio]benzamide isopropyl-((1S,3S)-1-(2-chlorophenyl)-3-hydroxy-2-oxocyclohexyl)carbamate C(C)(C)N(C(O)=O)[C@]1(C([C@H](CCC1)O)=O)C1=C(C=CC=C1)Cl.CNC(C1=C(C=CC=C1)SC1=CC=C2C(=NNC2=C1)\C=C\C1=NC=CC=C1)=O